6-[8-(1,3-benzothiazol-2-ylcarbamoyl)-3,4-dihydroisoquinolin-2(1H)-yl]-3-{2-methyl-3-[tricyclo[3.3.1.13,7]dec-1-yloxy]phenyl}pyridine-2-carboxylic acid S1C(=NC2=C1C=CC=C2)NC(=O)C=2C=CC=C1CCN(CC21)C2=CC=C(C(=N2)C(=O)O)C2=C(C(=CC=C2)OC21CC3CC(CC(C2)C3)C1)C